(2S,3S)-2,3-Difluoro-N-(2-(methylamino)-4-((4-(trifluoromethyl)benzyl)amino)phenyl)heptanamid F[C@@H](C(=O)NC1=C(C=C(C=C1)NCC1=CC=C(C=C1)C(F)(F)F)NC)[C@H](CCCC)F